8-(4-methoxyphenyl)anthracene COC1=CC=C(C=C1)C=1C=CC=C2C=C3C=CC=CC3=CC12